(5R,6S)-5-(4-(2-(ethylamino)ethyl)phenyl)-6-(o-tolyl)-5,6,7,8-tetrahydronaphthalen-2-ol C(C)NCCC1=CC=C(C=C1)[C@@H]1C=2C=CC(=CC2CC[C@@H]1C1=C(C=CC=C1)C)O